β-homoserine N[C@@H](CO)CC(=O)O